ClC1=C(C=C2CCN(CC2=C1)C(C(F)(F)F)=O)NC1=NC=C(C(=N1)C1=CC=2C(N(CCC2S1)CC)=O)C(F)(F)F 2-(2-((7-chloro-2-(2,2,2-trifluoroacetyl)-1,2,3,4-tetrahydroisoquinolin-6-yl)amino)-5-(trifluoromethyl)pyrimidin-4-yl)-5-ethyl-6,7-dihydrothieno[3,2-c]pyridin-4(5H)-one